CC1=C(C(=C(C(=C1Cl)[O-])C/C=C(\\C)/CC/C=C(\\C)/CC[C@H]2C(O2)(C)C)O)C=O The molecule is i have included the stereoconfiguration seen in fig. 2 of pmid:30952781 even though I cannot find direct evidence for it. I think it is based on compound 10. Please update the structure according to the evidence you trust.